(2r,4s)-6-(7-(3-chloro-2-cyclopropyl-5-hydroxyphenyl)-2-((tetrahydro-1H-pyrrolizin-7a(5H)-yl)methoxy)-5,6,7,8-tetrahydropyrido[3,4-d]pyrimidin-4-yl)-6-azaspiro[3.5]nonan-2-ol ClC=1C(=C(C=C(C1)O)N1CC=2N=C(N=C(C2CC1)N1CC2(CC(C2)O)CCC1)OCC12CCCN2CCC1)C1CC1